ClC1=CC2=C3C=4N(CC(OC4N=C2C(=C1)F)CN(C)C)C(C1CN(CCN13)C(=O)O)=C=O 12-chloro-7-((dimethylamino)methyl)-10-fluoro-5-carbonyl-1,2,4a,5,6,7-hexahydro-8-oxa-3,5a,9,13c-tetraazanaphtho[3,2,1-de]anthracene-3(4H)-carboxylic acid